N-(4-(4-Bromophenyl)thiazol-2-yl)-4,5-difluoro-2-((1-methylethyl)sulfonamido)benzamide BrC1=CC=C(C=C1)C=1N=C(SC1)NC(C1=C(C=C(C(=C1)F)F)NS(=O)(=O)C(C)C)=O